C1(=CC=CC=C1)C1=NC=CC=C1.C1(=CC=CC=C1)C1=NC=CC=C1.C1(=CC=CC=C1)C1=NC=CC=C1.[Ir] iridium tri(2-phenylpyridine)